(2S,4S)-4-(benzyloxy)-2-ethylpyrrolidine-1-carboxylic acid tert-butyl ester C(C)(C)(C)OC(=O)N1[C@H](C[C@@H](C1)OCC1=CC=CC=C1)CC